tetraethyleneglycol methylphosphonate CP(O)(O)=O.C(COCCOCCOCCO)O